ethyl 8-((1-(cyclopropyl sulfonyl) cyclopropyl) methoxy)-2-oxo-1,2-dihydroquinoline-3-carboxylate C1(CC1)S(=O)(=O)C1(CC1)COC=1C=CC=C2C=C(C(NC12)=O)C(=O)OCC